tert-butyl 3-((3-(N,N-bis(4-methoxybenzyl)sulfamoyl)-3'-((2-hydroxyethyl)amino)-2-(2-(4-methoxybenzyl)-2H-tetrazol-5-yl)-2'-nitro-[1,1'-biphenyl]-4-yl)sulfonyl)azetidine-1-carboxylate COC1=CC=C(CN(S(=O)(=O)C=2C(=C(C=CC2S(=O)(=O)C2CN(C2)C(=O)OC(C)(C)C)C2=C(C(=CC=C2)NCCO)[N+](=O)[O-])C=2N=NN(N2)CC2=CC=C(C=C2)OC)CC2=CC=C(C=C2)OC)C=C1